The molecule is an 11beta-hydroxy steroid, a 3-oxo steroid, a 17-oxo steroid and an androstanoid. It has a role as a human metabolite and a mouse metabolite. C[C@]12CCC(=O)C=C1CC[C@@H]3[C@@H]2[C@H](C[C@]4([C@H]3CCC4=O)C)O